(S)-(+)-epichlorohydrin C1[C@H](O1)CCl